FC(C=1C=C(C=CC1)N1CCC(CC1)C(=O)NCC1=C(C(=C(C=C1)C(F)(F)F)C=1NC(C=C(N1)C(F)(F)F)=O)F)F 1-[3-(difluoromethyl)phenyl]-N-{2-fluoro-3-[6-oxo-4-(trifluoromethyl)-1,6-dihydropyrimidin-2-yl]-4-(Trifluoromethyl)benzyl}piperidine-4-carboxamide